2-((2S)-4-(2'-(((S)-Pyrrolidin-2-yl)methoxy)-3,4,5',8'-tetrahydro-2H,6'H-spiro[naphthalene-1,7'-quinazolin]-4'-yl)piperazin-2-yl)acetonitrile N1[C@@H](CCC1)COC1=NC=2CC3(CCC2C(=N1)N1C[C@@H](NCC1)CC#N)CCCC1=CC=CC=C13